COC=1C=C(C=CC1)C1=NN=C(O1)C(O)=NN 5-(3-methoxyphenyl)-1,3,4-oxadiazole-2-carboxylic acid hydrazone